3-(3-(tert-butyl)pyrazin-2-yl)-N-(2-oxo-2,3-dihydrobenzo[d]oxazol-6-yl)propanamide C(C)(C)(C)C=1C(=NC=CN1)CCC(=O)NC1=CC2=C(NC(O2)=O)C=C1